4-(4-(4-(2,6-dioxopiperidin-3-yl)phenyl)piperazin-1-yl)butanoic acid O=C1NC(CCC1C1=CC=C(C=C1)N1CCN(CC1)CCCC(=O)O)=O